CCCO[Si](OCC)(OCC)NCC methylethylaminotriethoxysilane